N-[3-fluoro-4-[(7-methoxy-6-methyl-1,5-naphthyridin-4-yl)oxy]phenyl]-5-(4-fluorophenyl)-4-hydroxy-6-methylpyridine-3-carboxamide FC=1C=C(C=CC1OC1=CC=NC2=CC(=C(N=C12)C)OC)NC(=O)C=1C=NC(=C(C1O)C1=CC=C(C=C1)F)C